C(#N)C(=C1C=C(CC(C1)(C)C)C=CC1=C(C=C(C=C1)N(CC)CC)C(C(=O)O)CCBr)C#N 2-(2-(3-(dicyanomethylene)-5,5-dimethylcyclohex-1-en-1-yl)vinyl)-5-(diethylamino)phenyl-4-bromobutyric acid